bis-[2-(butanesulfonyloxy)phenyl]urea C(CCC)S(=O)(=O)OC1=C(C=CC=C1)NC(NC1=C(C=CC=C1)OS(=O)(=O)CCCC)=O